(E)-(4-(1-(4-(2-(4-(2-(4-(2-(2,6-dioxopiperidin-3-yl)-1,3-dioxoisoindolin-5-yl)piperazin-1-yl)ethyl)piperazin-1-yl)ethoxy)phenyl)-2-phenylbut-1-en-1-yl)phenyl)boronic acid O=C1NC(CCC1N1C(C2=CC=C(C=C2C1=O)N1CCN(CC1)CCN1CCN(CC1)CCOC1=CC=C(C=C1)\C(=C(/CC)\C1=CC=CC=C1)\C1=CC=C(C=C1)B(O)O)=O)=O